4-((R or S)-1-(((R)-phenyl((S)-1,2,3,4-tetrahydropyrido[2,3-b]pyrazin-3-yl)methyl)amino)propan-2-yl)benzonitrile C1(=CC=CC=C1)[C@H]([C@@H]1CNC2=C(N1)N=CC=C2)NC[C@H](C)C2=CC=C(C#N)C=C2 |o1:19|